(5-(pyridin-3-yloxy)pyridineformyl)-2-azabicyclo[3.1.0]hexane-3-carboxylic acid N1=CC(=CC=C1)OC=1C=CC(=NC1)C(=O)C12NC(CC2C1)C(=O)O